N-[2,6-bis(difluoromethoxy)-5-fluoro-3-pyridinyl]-1-keto-2-methyl-3,4-dihydroisoquinoline-5-sulfonamide FC(OC1=NC(=C(C=C1NS(=O)(=O)C=1C=2CCN(C(C2C=CC1)=O)C)F)OC(F)F)F